C(C1=CC=CC=C1)C=1C(=C(C=C(C1)C)N=CN(C)CC)C N'-(3-benzyl-2,5-dimethylphenyl)-N-ethyl-N-methylformamidine